1-(Prop-2-yn-1-yl)piperazine C(C#C)N1CCNCC1